3-bromo-5-[4-(difluoromethyl)-2-fluoro-phenoxy]-4-methyl-pyridine BrC=1C=NC=C(C1C)OC1=C(C=C(C=C1)C(F)F)F